2-[2-(2-Butoxyethoxy)-ethoxy]-oxiran C(CCC)OCCOCCOC1OC1